O1C(=C(C(=C1)C(=O)[O-])C(=O)[O-])C=1OC=CC1 bifurandicarboxylate